C(C1=CC=CC=C1)[C@H]1N(OCC1)C1=CC(=NC=N1)NC=1C(=CC(=C(C1)NC(C=C)=O)N1CCC(CC1)N1CCN(CC1)C1CC1)OC N-(5-((6-((R)-3-benzylisoxazolidine-2-yl)pyrimidine-4-yl)amino)-2-(4-(4-cyclopropylpiperazine-1-yl)piperidine-1-yl)-4-methoxyphenyl)acrylamide